[Na+].[Na+].N[C@@H](CCC(=O)[O-])C(=O)[O-] L-glutamic acid disodium salt